(2-(1,3-dioxoisoindolin-2-yl)ethoxy)-3-azaspiro[5.5]Undecane-3-carboxylic acid O=C1N(C(C2=CC=CC=C12)=O)CCOC1CN(CCC12CCCCC2)C(=O)O